C(C)(C)C1(C(NC(N1)=O)=O)C1=CC=C(C=C1)C 5-isopropyl-5-(p-tolyl)imidazolidine-2,4-dione